(S)-N-(2-(2-fluoro-2-(piperidin-4-yl)ethyl)-6-morpholino-1-oxoisoindolin-5-yl)pyrazolo[1,5-a]pyrimidine-3-carboxamide F[C@H](CN1C(C2=CC(=C(C=C2C1)NC(=O)C=1C=NN2C1N=CC=C2)N2CCOCC2)=O)C2CCNCC2